S1C=NC2=C1C=CC(=C2)NC2=CC=NC1=CC=C(C=C21)C2=C(C=C(C(=O)N1CCN(CC1)CC(=O)N)C=C2)F 2-(4-(4-(4-(benzo[d]thiazol-5-ylamino)quinolin-6-yl)-3-fluorobenzoyl)piperazin-1-yl)acetamide